2-allyl-1-(3-((1-methylpiperidin-4-yl)oxy)phenyl)-6-((2-methylpyridin-4-yl)amino)-1,2-dihydro-3H-pyrazolo[3,4-d]pyrimidin-3-one C(C=C)N1N(C2=NC(=NC=C2C1=O)NC1=CC(=NC=C1)C)C1=CC(=CC=C1)OC1CCN(CC1)C